N-(2-((1S,4S)-2,5-diazabicyclo[2.2.1]hept-2-yl)-5-fluoro-4-morpholinophenyl)-2-(2-fluoro-6-methoxyphenyl)pyrimidine-4-carboxamide [C@@H]12N(C[C@@H](NC1)C2)C2=C(C=C(C(=C2)N2CCOCC2)F)NC(=O)C2=NC(=NC=C2)C2=C(C=CC=C2OC)F